5-chloro-2-methoxy-4-(4-(methyl-d3)piperazin-1-yl)aniline ClC=1C(=CC(=C(N)C1)OC)N1CCN(CC1)C([2H])([2H])[2H]